C1(CC1)C1=CC=C(C(N1C1=C(C=C(C(=C1)F)F)C)=O)C(=O)O 6-cyclopropyl-1-(4,5-difluoro-2-methyl-phenyl)-2-oxo-pyridine-3-carboxylic acid